C(C)OC1=C(C(=O)NC2=CC(=CC=C2)OCC2COC2)C=CC=N1 ethoxy-N-(3-(oxetan-3-ylmethoxy)phenyl)nicotinamide